CC=1C=C(CN2CCC3(CC2)COC2=C4CN(C(C4=CC=C23)=O)C2C(NC(CC2)=O)=O)C=C(C1)C 3-(1'-(3,5-dimethylbenzyl)-6-oxo-6,8-dihydro-2H,7H-spiro[furo[2,3-e]isoindole-3,4'-piperidin]-7-yl)piperidine-2,6-dione